C(C)N1N=C(C=C1)C(=O)O 1-ETHYL-1H-PYRAZOLE-3-CARBOXYLIC ACID